3-[7-(3,3-difluoro-5-hydroxy-pentoxy)-2-methyl-4-oxo-quinazolin-3-yl]-1-(2-trimethylsilylethoxymethyl)piperidine-2,6-dione FC(CCOC1=CC=C2C(N(C(=NC2=C1)C)C1C(N(C(CC1)=O)COCC[Si](C)(C)C)=O)=O)(CCO)F